dichloro-4-nitropyridine ClC=1C(=NC=CC1[N+](=O)[O-])Cl